O[C@H](CC(=O)[O-])C[C@H](\C=C\C=1N(C2=CC=CC=C2C1C1=CC=C(C=C1)C)C(C)C)O.[Na+] |o1:1,7| sodium rel-(3S,5R,E)-3,5-dihydroxy-7-(1-isopropyl-3-(p-tolyl)-1H-indol-2-yl)hept-6-enoate